FC(C1=NN(C(=C1)C(F)F)CC(=O)N1CCC(CC1)C=1SC=C(N1)C(=O)O[C@@H]1CCCC2=CC=CC=C12)F (1R)-1,2,3,4-tetrahydro-1-naphthyl 2-[1-[2-[3,5-bis(difluoromethyl)-1H-pyrazol-1-yl] acetyl]-4-piperidinyl]-4-thiazolecarboxylate